N[C@H]1CC[C@H](CC1)C1=C(C=CC(=C1)C1=C(C=NN1C)C#N)C=1C(=NC(=NC1)C1=C(C=CC=C1OC)F)C(=O)N (2-((cis)-4-aminocyclohexyl)-4-(4-cyano-1-methyl-1H-pyrazol-5-yl)phenyl)-2-(2-fluoro-6-methoxyphenyl)pyrimidine-4-carboxamide